O1C(CC(CC12CCCCC2)=O)=O 1-oxaspiro-[5.5]-undecane-2,4-dione